N-((4-(3-cyclopropyl-1,2,4-oxadiazol-5-yl)bicyclo[2.2.2]octan-1-yl)methyl)-N-(3-(2-cyclopropyloxazol-5-yl)phenyl)tetrahydro-2H-pyran-4-carboxamide C1(CC1)C1=NOC(=N1)C12CCC(CC1)(CC2)CN(C(=O)C2CCOCC2)C2=CC(=CC=C2)C2=CN=C(O2)C2CC2